ClC1=NC=C(C(=C1)C1=C(C=NC(=C1)C)C(=O)NC=1SC2=C(N1)CN(C2)C(=O)C2=NN(C(=C2)Cl)C)OC 2'-chloro-N-(5-(5-chloro-1-methyl-1H-pyrazole-3-carbonyl)-5,6-dihydro-4H-pyrrolo[3,4-d]thiazol-2-yl)-5'-methoxy-6-methyl-[4,4'-bipyridine]-3-carboxamide